1-(6-(6-(Difluoromethyl)imidazo[1,2-b]pyridazin-3-yl)pyrimidin-4-yl)octahydro-6H-pyrrolo[3,4-b]pyridine-6-sulfonamide FC(C=1C=CC=2N(N1)C(=CN2)C2=CC(=NC=N2)N2C1C(CCC2)CN(C1)S(=O)(=O)N)F